C(C1=CC=CC=C1)C=1C=CC(=C(C1)C1=CC(=CC=C1)C(C(=O)O)(C)C)C(N)=O 5'-benzyl-2'-carbamoyl-[1,1'-biphenyl-3-yl]-2-methylpropanoic acid